N=1C=CN2C1N=CC(=C2)C=2C=CN1N=C(N=CC12)NC1COC1 5-(imidazo[1,2-a]pyrimidin-6-yl)-N-(oxetan-3-yl)pyrrolo[2,1-f][1,2,4]triazin-2-amine